COC=1C=C(C(=O)NC(C)C2=NC=CN=C2N2N=CC=N2)C=C(C1)OC 3,5-dimethoxy-N-[1-[3-(triazol-2-yl)pyrazin-2-yl]ethyl]benzamide